S1(CCCCCCS(CCCCCC1)=S)=S 1,8-dithiacyclotetradecane 1,8-disulphide